O-[(1SR,2RS)-2,3-dihydroxy-1-hydroxymethylpropyl]-1,4,7,10-tetraazacyclododecane-1,4,7-triacetic acid O[C@@H]([C@H](CO)OC(CN1CCN(CCN(CCNCC1)CC(=O)O)CC(=O)O)=O)CO |r|